9-bromo-3,4-dihydro-2H-[1,4]thiazepino[2,3,4-hi]indol-6(7H)-one BrC=1C=C2CC(N3C2=C(C1)SCCC3)=O